ClC=1C=C(NC2(CCC3(C(=CC4=CC=CC=C34)C3=CSC(=C3)C)CC2)C(=O)O)C=CC1 (1s,4s)-4-(3-Chloroanilino)-2'-(5-methylthiophene-3-yl)spiro[cyclohexane-1,1'-indene]-4-carboxylic acid